monofluoro methyl ethylene carbonate C(O)(O)=O.FC(=C)C